2-(3-acetyl-5-(pyridin-2-ylethynyl)-1H-indol-1-yl)-N-(2-((3-chloro-2-fluorobenzyl)amino)-2-oxoethyl)-N-isopropylacetamide C(C)(=O)C1=CN(C2=CC=C(C=C12)C#CC1=NC=CC=C1)CC(=O)N(C(C)C)CC(=O)NCC1=C(C(=CC=C1)Cl)F